FC1=C(C=C(C=C1)N1CCN(CC1)S(=O)(=O)C)CC(=O)NC(C=1OC(=CC1)C)C1=C(C=C(C=C1)C)N1CCCCC1 2-[2-fluoro-5-(4-methanesulfonyl-piperazin-1-yl)phenyl]-N-{[4-methyl-2-(piperidin-1-yl)phenyl](5-methylfuran-2-yl)methyl}acetamide